FC(C=1C=C(C=C(C1)C(F)(F)F)C1=NN(C=N1)/C=C(/C(=O)N)\C=1C=NC=C(C1)Cl)(F)F (E)-3-(3-(3,5-bis(trifluoromethyl)phenyl)-1H-1,2,4-triazol-1-yl)-2-(5-chloropyridin-3-yl)acrylamide